C(C)OC(CCCNC(=O)C1=CC(=NN1[C@@H](C)C1=CC=CC=C1)C(=O)NC)OCC (S)-N5-(4,4-Diethoxybutyl)-N3-methyl-1-(1-phenylethyl)-1H-pyrazole-3,5-dicarboxamide